tert-butyl 3-(6-(5-(3-cyanopropanamido)pyrazolo[1,5-a]pyridin-3-yl)pyridin-2-yl)piperidine-1-carboxylate C(#N)CCC(=O)NC1=CC=2N(C=C1)N=CC2C2=CC=CC(=N2)C2CN(CCC2)C(=O)OC(C)(C)C